5-(2-methoxyphenyl)-N-propyl-2-(4-(trifluoromethyl)phenyl)Oxazole-4-carboxamide COC1=C(C=CC=C1)C1=C(N=C(O1)C1=CC=C(C=C1)C(F)(F)F)C(=O)NCCC